tert-butyl 4-(4-(((methylsulfonyl)oxy)methyl)piperidin-1-yl)benzoate CS(=O)(=O)OCC1CCN(CC1)C1=CC=C(C(=O)OC(C)(C)C)C=C1